5-((tert-butyldimethylsilyl)oxy)-1-((4-methoxyphenyl)ethynyl)azepin-2-one [Si](C)(C)(C(C)(C)C)OC1=CCC(N(C=C1)C#CC1=CC=C(C=C1)OC)=O